3-{1-[3-(5-bromopyrimidin-2-yl)benzyl]-6-oxo-1,6-dihydropyridazin-3-yl}benzonitrile BrC=1C=NC(=NC1)C=1C=C(CN2N=C(C=CC2=O)C=2C=C(C#N)C=CC2)C=CC1